[OH-].[Mn+2].[Ni+2].[OH-].[OH-].[OH-] nickel-manganese hydroxide